(Z)-methyl 2-[5-(4-isopropyltriazol-2-yl)-2-methyl-phenoxy]-3-methoxy-prop-2-enoate C(C)(C)C1=NN(N=C1)C=1C=CC(=C(O\C(\C(=O)OC)=C/OC)C1)C